(3S,4R)-4-((2-(1-methylpiperidin-4-yl)-4,5-dihydrothiazolo[4,5-h]quinazolin-8-yl)amino)tetrahydro-2H-pyran-3-ol CN1CCC(CC1)C=1SC2=C(CCC=3C=NC(=NC23)N[C@H]2[C@@H](COCC2)O)N1